succinimide alpha-methyl-butyrate CC(C(=O)O)CC.C1(CCC(N1)=O)=O